tert-Butyl 3-(7-bromo-4-(hydroxymethyl)benzo[d]oxazol-2-yl)-3,6-diazabicyclo[3.1.1]heptane-6-carboxylate BrC1=CC=C(C=2N=C(OC21)N2CC1N(C(C2)C1)C(=O)OC(C)(C)C)CO